CN(C(CN(CCC(C(=O)O)NC1=NC=NC2=CC=CC=C12)CCCCC1=NC=2NCCCC2C=C1)=O)C 4-((2-(dimethylamino)-2-oxoethyl)(4-(5,6,7,8-tetrahydro-1,8-naphthyridin-2-yl)butyl)amino)-2-(quinazolin-4-ylamino)butanoic acid